ethyl-2,4-dimethylimidazolium C(C)[N+]1=C(NC=C1C)C